C=C(CCO)CCO 3-methylen-1,5-pentanediol